5-(4-(3,4-Difluorophenyl)-2-ethyl-1H-imidazol-5-yl)-1H-indazole FC=1C=C(C=CC1F)C=1N=C(NC1C=1C=C2C=NNC2=CC1)CC